BrC=1C=CC(=C(C1)S(=O)(=O)NC1=C(C(=CC(=C1)C1(CCC1)C#N)C(=O)N1CC(C1)O)O)O 5-Bromo-N-(5-(1-cyanocyclobutyl)-2-hydroxy-3-(3-hydroxyazetidine-1-carbonyl)phenyl)-2-hydroxybenzenesulfonamide